tert-butyl 2-(((R)-2,2-difluoro-1-(hydroxymethyl)cyclopropyl)methoxy)-4-((R)-2-methylazepan-1-yl)-5,7-dihydro-6H-pyrrolo[3,4-d]pyrimidine-6-carboxylate FC1([C@](C1)(CO)COC=1N=C(C2=C(N1)CN(C2)C(=O)OC(C)(C)C)N2[C@@H](CCCCC2)C)F